1-(2-(4-(3-fluoro-4-(methoxymethyl)phenyl)-1H-imidazol-2-yl)piperidin-1-yl)-2-(methylthio)propan-1-one FC=1C=C(C=CC1COC)C=1N=C(NC1)C1N(CCCC1)C(C(C)SC)=O